5-bromo-N-[(4-methoxyphenyl)methyl]-N-methyl-pyridine-3-sulfonamide BrC=1C=C(C=NC1)S(=O)(=O)N(C)CC1=CC=C(C=C1)OC